C(=O)(OCC1C2=CC=CC=C2C2=CC=CC=C12)C=1C(OC2=CC(=CC=C2C1CC(N)=O)N)=O Fmoc-7-amino-4-carbamoylmethylcoumarin